aminocyclohex-1-ene-1-carboxylic acid ethyl ester C(C)OC(=O)C1=C(CCCC1)N